OB(C1=CC=C(C(=N1)OC)C(=O)NCC1(CC1)F)O 6-(dihydroxyboryl)-N-[(fluorocyclopropyl)methyl]-2-methoxypyridine-3-carboxamide